8-bromo-6-chloro-2-isopropyl-3-methyl-pyrido[3,4-d]pyrimidin-4-one BrC1=NC(=CC2=C1N=C(N(C2=O)C)C(C)C)Cl